5-((1-((1-(6-aminopyridin-3-yl)piperidin-4-yl)methyl)piperidin-4-yl)oxy)-2-(2,6-dioxopiperidin-3-yl)isoindoline-1,3-dione NC1=CC=C(C=N1)N1CCC(CC1)CN1CCC(CC1)OC=1C=C2C(N(C(C2=CC1)=O)C1C(NC(CC1)=O)=O)=O